NC1=NC=C(C2=C1C=NN2COCC[Si](C)(C)C)NC(C(N2[C@H](CC[C@@H](C2)C)C=2C=CC1=C(N=C(S1)C1CN(C1)C)C2)=O)=O N-[4-amino-1-(2-trimethylsilylethoxymethyl)pyrazolo[4,3-c]pyridin-7-yl]-2-oxo-2-[(2R,5S)-5-methyl-2-[2-(1-methylazetidin-3-yl)-1,3-benzothiazol-5-yl]-1-piperidyl]acetamide